Cl.NC(C(=O)N1CCN(CC1)C(=O)NC1=NC(N(C=C1)C1=CC=C2CC(COC2=C1)N1C[C@H](CC1)CN)=O)(C)C 4-(2-Amino-2-methylpropanoyl)-N-(1-(3-((R)-3-(aminomethyl)pyrrolidin-1-yl)chroman-7-yl)-2-oxo-1,2-dihydropyrimidin-4-yl)piperazine-1-carboxamide hydrochloride salt